[Cl-].[NH4+].C(CCCCCCCCCCCCCCCCC)C=1N(CCN1)CCO stearyl-hydroxyethyl-imidazoline ammonium chloride